O=C1NC(CCC1N1CCC2=C(C=CC=C12)CN1CCC(CC1)C(=O)OC(C)(C)C)=O tert-butyl 1-[[1-(2,6-dioxo-3-piperidyl)indolin-4-yl]methyl]piperidine-4-carboxylate